diisopropoxyaluminum (ethylacetoacetate) C(C)CC(CC(=O)[O-])=O.C(C)(C)O[Al+]OC(C)C